ClC1=C(C=CC=C1Cl)S 2,3-dichlorothiophenol